1-chloroethoxypropane ClC(C)OCCC